N-cyclopropyl-1-ethyl-1-oxo-N'-(4-(5-(trifluoromethyl)-1,2,4-oxadiazol-3-yl)benzyl)-λ5-phosphanediamine C1(CC1)NP(NCC1=CC=C(C=C1)C1=NOC(=N1)C(F)(F)F)(=O)CC